tert-butyl 1,3,3a,4,7,7a-hexahydroisoindole-2-carboxylate C1N(CC2CC=CCC12)C(=O)OC(C)(C)C